FC1=C(C=CC(=C1)C(F)(F)F)C(C)O 1-(2-fluoro-4-(trifluoromethyl)phenyl)ethan-1-ol